N-(2-(2-(cyclopropanesulfonylamino)thiazol-4-yl)propan-2-yl)-4-(pyrazin-2-yl)benzamide C1(CC1)S(=O)(=O)NC=1SC=C(N1)C(C)(C)NC(C1=CC=C(C=C1)C1=NC=CN=C1)=O